1,3-difluoro-4-[4-(4-propylcyclohexen-1-yl)phenyl]-2-(trifluoromethoxy)benzene dimethyl-2,2'-azobis(2-methylpropionate) COC(C(C)(C)N=NC(C(=O)OC)(C)C)=O.FC1=C(C(=C(C=C1)C1=CC=C(C=C1)C1=CCC(CC1)CCC)F)OC(F)(F)F